(R)-2-(methylthio)-N-(1-(naphthalen-1-yl)ethyl)-5-(pyridin-4-ylamino)benzamide CSC1=C(C(=O)N[C@H](C)C2=CC=CC3=CC=CC=C23)C=C(C=C1)NC1=CC=NC=C1